FC=1C=C(C=CC1C(F)(F)F)C1=CC2(CN(C2)C(=O)OC(C)(C)C)C1 tert-butyl 6-(3-fluoro-4-(trifluoromethyl)phenyl)-2-azaspiro[3.3]hept-5-ene-2-carboxylate